Cl.CCCCCCCCCCC Undecane hydrochloride